2-((S)-1-(4-(6-((4-cyano-2-fluorobenzyl)amino)pyridin-2-yl)piperidin-1-yl)ethyl)-1-(((S)-oxetan-2-yl)methyl)-1H-benzo[d]imidazole-6-carboxylate C(#N)C1=CC(=C(CNC2=CC=CC(=N2)C2CCN(CC2)[C@@H](C)C2=NC3=C(N2C[C@H]2OCC2)C=C(C=C3)C(=O)[O-])C=C1)F